C(C)(C)C=1C=C(C=CC1)C1N(C=CC2OC(=NOC21)CCC2=CC=CC=C2)C(=O)[O-] 8-(3-isopropylphenyl)-3-phenylethyl-8,8a-dihydropyrido[4,3-e][1,4,2]dioxazine-7(4aH)carboxylate